N1(CCCC2=CC=CC=C12)C(=O)[O-] 3,4-dihydro-2H-quinoline-1-carboxylate